O=C1NC(CCC1N1C(C2=CC=C(C=C2C1=O)C=1C=NN(C1)C1CCNCC1)=O)=O 2-(2,6-Dioxopiperidin-3-yl)-5-[1-(piperidin-4-yl)pyrazol-4-yl]isoindole-1,3-dione